5-Hydroxy-heneicosanoic acid OC(CCCC(=O)O)CCCCCCCCCCCCCCCC